OC=1C(=C(C(=CC1)C)N1C=NC2=C(C1=O)C=C(N2C2=CC=C(C=C2)C)C=2C=NC(=NC2)C(F)(F)F)C 3-(3-Hydroxy-2,6-dimethylphenyl)-7-p-tolyl-6-(2-(trifluoromethyl)pyrimidin-5-yl)-3,7-dihydro-4H-pyrrolo[2,3-d]pyrimidin-4-one